C(C1=CC=CC=C1)OC1CC2=CC=C(C=C2C1)OCC(OCC)OCC 2-(benzyloxy)-5-(2,2-diethoxyethoxy)-2,3-dihydro-1H-indene